4-(Trifluoromethyl)benzene-1-sulfonyl fluoride FC(C1=CC=C(C=C1)S(=O)(=O)F)(F)F